4-(3-((4-bromo-2-(trifluoromethyl)phenyl)amino)-4-fluoro-1H-pyrazol-5-yl)phenol BrC1=CC(=C(C=C1)NC1=NNC(=C1F)C1=CC=C(C=C1)O)C(F)(F)F